tert-butyl ((3-bromo-6,7-dihydro-5H-pyrazolo[5,1-b][1,3]oxazin-6-yl)methyl)(methyl)carbamate BrC=1C=NN2C1OCC(C2)CN(C(OC(C)(C)C)=O)C